NCC1=NNC(C2=CC=C(C=C12)C=1C=NN(C1C1=C(C#N)C(=CC(=C1F)Cl)N1CC2(CC2)CC1)C)=O 2-(4-(4-(Aminomethyl)-1-oxo-1,2-dihydro-phthalazin-6-yl)-1-methyl-1H-pyrazol-5-yl)-4-chloro-3-fluoro-6-(5-azaspiro[2.4]heptane-5-yl)benzonitrile